[Si](C)(C)(C(C)(C)C)OC=1C=C2C(=NN(C2=CC1)C1OCCCC1)C=1C=C(C(=NC1)OC)CO [5-[5-[tert-butyl(dimethyl)silyl]oxy-1-tetrahydropyran-2-yl-indazol-3-yl]-2-methoxy-3-pyridyl]methanol